ClC=1C=CC(=C(C1)C(C)(C)O)C1=C(SC(=C1)C1=CC=CC=C1)C1=CC=CC=C1 2-[5-Chloro-2-(2,5-diphenylthiophen-3-yl)phenyl]propan-2-ol